ClC1=CNC2=NC=C(C=C21)C=2C=C1CCN=CC1=C(C2)C2NCCOC2 6-(3-chloro-1H-pyrrolo[2,3-b]pyridin-5-yl)-8-(morpholin-3-yl)-3,4-dihydroisoquinolin